(phenanthroline) europium (iii) [Eu+3].N1=CC=CC2=CC=C3C=CC=NC3=C12